N-[(3-methoxythiophen-2-yl)methyl]-2-[(9R)-9-pyridin-2-yl-6-oxaspiro[4.5]decan-9-yl]ethanamine COC1=C(SC=C1)CNCC[C@]1(CCOC2(CCCC2)C1)C1=NC=CC=C1